Cl.N[C@@H](CCCCN)C(=O)N lysine amide hydrochloride